2-Amino-4-(butylamino)-6-(4-(piperazin-1-ylmethyl)benzyl)pyridin NC1=NC(=CC(=C1)NCCCC)CC1=CC=C(C=C1)CN1CCNCC1